5-phenylthiazolidine C1(=CC=CC=C1)C1CNCS1